NC1CCC(CC1)CCN1CCN(CC1)C=1C=C(C=CC1)C1C(N(C(CC1)=O)CC1=CC=C(C=C1)OC)=O 3-[3-[4-[2-(4-Aminocyclohexyl)ethyl]piperazin-1-yl]phenyl]-1-[(4-methoxyphenyl)methyl]piperidine-2,6-dione